N1=CC=C2N1CCCC2CO 4H,5H,6H,7H-pyrazolo(1,5-a)pyridin-4-yl-methanol